N[C@H](C(=O)N)CC |o1:1| (S) or (R)-2-aminobutanamide